ClC1=NC=C(C(=C1)/C=C/N(C)C)[N+](=O)[O-] (E)-2-(2-chloro-5-nitropyridin-4-yl)-N,N-dimethylethen-1-amine